(2E)-3-(1-aminoprop-2-yl)-9,10-dimethoxy-2-[(2,4,6-trimethylphenyl)imino]-6h,7h-pyrimido[4,3-a]isoquinolin-4-one NCC(C)N/1C(N2C(C3=CC(=C(C=C3CC2)OC)OC)=C\C1=N/C1=C(C=C(C=C1C)C)C)=O